5-amino-4-hydroxy-2-(4-chlorophenyl)-furan-3-one NC1=C(C(C(O1)C1=CC=C(C=C1)Cl)=O)O